(E)-2-((4-Fluoroisoquinolin-1-yl)methylene)-N,N-dimethylhydrazine-1-carbothioamide FC1=CN=C(C2=CC=CC=C12)\C=N\NC(N(C)C)=S